C[C@H]1OCC[C@H](C1)N1C(=NC=2C=NC=3C=CC(=CC3C21)C#N)CC2=NOC(=N2)C(Cl)(Cl)Cl 1-((2R,4R)-2-methyltetrahydro-2H-pyran-4-yl)-2-((5-(trichloromethyl)-1,2,4-oxadiazol-3-yl)methyl)-1H-imidazo[4,5-c]quinoline-8-carbonitrile